CN(C)CC1(CC1)COC=1N=C(C2=C(N1)CN(C2)C(=O)C2=CC(=CC1=CC=CC(=C21)I)O)N2C[C@@](CCC2)(C)O (S)-(2-((1-((dimethylamino)methyl)cyclopropyl)methoxy)-4-(3-hydroxy-3-methylpiperidin-1-yl)-5,7-dihydro-6H-pyrrolo[3,4-d]pyrimidin-6-yl)(3-hydroxy-8-iodonaphthalen-1-yl)methanone